Ruthenium tetra(4-carboxyphenyl)porphyrin C(=O)(O)C1=CC=C(C=C1)C1=C2C=CC(C(=C3C=CC(=C(C=4C=CC(=C(C5=CC=C1N5)C5=CC=C(C=C5)C(=O)O)N4)C4=CC=C(C=C4)C(=O)O)N3)C3=CC=C(C=C3)C(=O)O)=N2.[Ru]